F[C@H]1[C@@H]2CC[C@H](C[C@H]1N(C=1N=CC(=NC1)C1=C(C=C(C=C1)C1=CC(NC(=C1)C)=O)O)C)N2 4-(4-(5-(((1S,2S,3R,5R)-2-fluoro-8-azabicyclo[3.2.1]octan-3-yl)(methyl)amino)pyrazin-2-yl)-3-hydroxyphenyl)-6-methylpyridin-2(1H)-one